IC1=CC=C(C=C1)N1NC(=NN1C1=C(C=C(C=C1)[N+](=O)[O-])[N+](=O)[O-])C1=C(C=C(C=C1)S(=O)(=O)O)S(=O)(=O)O 2-(4-iodophenyl)-3-(2,4-dinitrophenyl)-5-(2,4-disulfophenyl)-2H-tetrazole